C1(CC1)C=1N(C=C(N1)I)C12CC(C1)(C2)C2=CN=CO2 5-(3-(2-cyclopropyl-4-iodo-1H-imidazol-1-yl)bicyclo[1.1.1]pentan-1-yl)oxazole